N1=CC=C(C=C1)CN pyridin-4-ylmethanamine